CC1(CC1)NC(O[C@H]1CO[C@H](C1)C1=NN(C(=C1)NC(=O)C1=CC(=NN1C)OC(F)(F)F)C(C)(C)C)=O (3R,5R)-5-(1-(tert-butyl)-5-(1-methyl-3-(trifluoromethoxy)-1H-pyrazole-5-carboxamido)-1H-pyrazol-3-yl)tetrahydrofuran-3-yl (1-methylcyclopropyl)carbamate